4-oxa-8-azaspiro[2.6]nonan-9-one C1CC12OCCCNC2=O